C(CCC\C=C/CCCCC=CCC=CCCCCC)(=O)O (Z)-5,11,14-eicosatrienoic acid